5-Bromo-2-(piperidin-4-yl)thieno[2,3-d]thiazole BrC1=CC2=C(N=C(S2)C2CCNCC2)S1